BrC=1C=CC=2N(C3=CC=C(C=C3C2C1)Br)CCCCC[N+](C)(C)C 5-(3,6-dibromo-9H-carbazol-9-yl)-N,N,N-trimethylpentan-1-aminium